CP(=O)(CC[C@H](C(=O)O)O)O The molecule is a butyric acid derivative having an (R)-hydroxy sbustituent at the 2-position and a hydroxymethylphosphinyl moiety at the 4-position. It derives from a butyric acid. It is a conjugate acid of a (R)-2-hydroxy-4-(hydroxymethylphosphinyl)butyrate.